COC(=O)C1NCC(C1)O 4-hydroxypyrrolidine-2-carboxylic acid methyl ester